C(#C)C1(CCCCC1)O ethynyl-cyclohexane-1-ol